N[C@@H](CC1=CNC=N1)C(=O)O anti-anti-histidine